ClC=1C=C(C=CC1)C=1C=NN2C1N=C(N=C2N(CC2=NC1=C(N2CC2=CC=C(C=C2)OC)C=CC=C1)CC1=CC=C(C=C1)OC)N1CCOCC1 8-(3-chlorophenyl)-N-[(4-methoxyphenyl)methyl]-N-({1-[(4-methoxyphenyl)methyl]-1H-benzimidazol-2-yl}methyl)-2-(morpholin-4-yl)pyrazolo[1,5-a][1,3,5]triazin-4-amine